2-((4-fluorophenyl)sulfonylamino)-N-(4-(4-isopropylphenyl)thiazole-2-yl)benzamide FC1=CC=C(C=C1)S(=O)(=O)NC1=C(C(=O)NC=2SC=C(N2)C2=CC=C(C=C2)C(C)C)C=CC=C1